O1C(=CC=C1)C(=O)N[C@H](C(=O)OC)CN1CCNCC1 (S)-Methyl 2-(furan-2-carboxamido)-3-(piperazin-1-yl)propanoate